COC1=C(C=CC(=C1)C=1C=NN(C1)CCOC)NCC#C 3-({2-methoxy-4-[1-(2-methoxyethyl)-1H-pyrazol-4-yl]phenyl}amino)prop-1-yn